FC=1C=CC(=C2C=CN=CC12)[C@@H](C=1N=NN(C1)C1(CC1)C(F)(F)F)NC=1C=C2C(=C(C=NC2=C(C1)C#N)C#N)NCC(C)(C)C (S)-6-(((8-fluoroisoquinolin-5-yl)(1-(1-(trifluoromethyl)cyclopropyl)-1H-1,2,3-triazol-4-yl)methyl)amino)-4-(neopentylamino)quinoline-3,8-dicarbonitrile